Acetaminocaproic acid CC(=O)NCCCCCC(=O)O